[Pd](Cl)Cl.C1(=CC=CC=C1)PC1=CC=CC=C1.C1(=CC=CC=C1)PC1=CC=CC=C1 bis(diphenylphosphine) palladium (II) dichloride